3-(1-(cyclopropylmethyl)-8-(dimethylamino)-2-oxo-8-phenyl-1,3-diazaspiro[4.5]decan-3-yl)propanamide C1(CC1)CN1C(N(CC12CCC(CC2)(C2=CC=CC=C2)N(C)C)CCC(=O)N)=O